C(C)(C)(C)OC(=O)N1[C@@H]([C@@H](O[C@@H](C1)CO)C)C |o1:8,9,11| rel-(2s,3r,6s)-6-(hydroxymethyl)-2,3-dimethylmorpholine-4-carboxylic acid tert-butyl ester